N-(1-(4-((2,2-difluoroethoxy)methyl)phenyl)-2-((2-fluoro-4-(trimethylsilyl)phenyl)amino)-2-oxoethyl)-3-hydroxy-N-methyl-1,2-oxazole-5-carboxamide FC(COCC1=CC=C(C=C1)C(C(=O)NC1=C(C=C(C=C1)[Si](C)(C)C)F)N(C(=O)C1=CC(=NO1)O)C)F